((S)-1-(2-chlorophenyl)propoxy)-N-((R,E)-4-(methylsulfonyl)but-3-en-2-yl)pyrimidine-2-carboxamide ClC1=C(C=CC=C1)[C@H](CC)OC1=NC(=NC=C1)C(=O)N[C@H](C)\C=C\S(=O)(=O)C